C[C@]1(COC[C@@H]1C)N1CCC(CC1)C=1C=C2C=C(N=CC2=CC1C)NC(=O)[C@@H]1CC12CCOCC2 (R)-N-(6-(1-((3S,4R)-3,4-dimethyltetrahydrofuran-3-yl)piperidin-4-yl)-7-methylisoquinolin-3-yl)-6-oxaspiro[2.5]octane-1-carboxamide